(R)-2-(6-chloro-8-cyanoimidazo[1,2-a]pyridin-2-yl)-N-(3-cyclopropyl-2H-pyrazol-5-yl)propanamide ClC=1C=C(C=2N(C1)C=C(N2)[C@H](C(=O)NC=2C=C(NN2)C2CC2)C)C#N